5-(1-((4-(4-amino-3-(4-phenoxyphenyl)-1H-pyrazolo[3,4-d]pyrimidin-1-yl)-3-fluorocyclohexyl)methyl)piperidin-4-yl)-2-(2,6-dioxopiperidin-3-yl)-6-fluoroisoindoline-1,3-dione NC1=C2C(=NC=N1)N(N=C2C2=CC=C(C=C2)OC2=CC=CC=C2)C2C(CC(CC2)CN2CCC(CC2)C=2C=C1C(N(C(C1=CC2F)=O)C2C(NC(CC2)=O)=O)=O)F